2-(5-methyl-2-oxo-4-phenyl-pyrrolidin-1-yl)-acetamide CC1C(CC(N1CC(=O)N)=O)C1=CC=CC=C1